[C@H]12CC(C[C@H](CC1)N2)N2C1=C(OCC2)C=C(N=N1)C1=C(C=C(C=C1)C=1C=NN(C1)C)O 2-(8-((1R,3s,5S)-8-azabicyclo[3.2.1]octan-3-yl)-7,8-dihydro-6H-pyridazino[4,3-b][1,4]oxazin-3-yl)-5-(1-methyl-1H-pyrazol-4-yl)phenol